5-Fluoro-6-(2-methoxyethoxy)-3-[3-(4-{3-[4-(2-methoxyethyl)-4H-1,2,4-triazol-3-yl]azetidine-1-carbonyl}phenyl)-1,2-oxazol-5-yl]-1H-indazole FC=1C=C2C(=NNC2=CC1OCCOC)C1=CC(=NO1)C1=CC=C(C=C1)C(=O)N1CC(C1)C1=NN=CN1CCOC